4,5-pentanediol diacrylate C(C=C)(=O)OC(CCC)COC(C=C)=O